C1(CCCCC1)C1=CC=C(C=C1)S(=O)(=O)NC1=C2C=NN(C2=CC=C1)C 4-cyclohexyl-N-(1-methyl-1H-indazol-4-yl)benzenesulfonamide